N-[2-(aminomethyl)pyridin-4-yl]cyclopropanesulfonamide NCC1=NC=CC(=C1)NS(=O)(=O)C1CC1